(Z)-2-methoxyimino-2-furanylacetic acid CO\N=C(/C(=O)O)\C=1OC=CC1